C1(=CC=C(C=C1)N(C1=CC=C(C=C1)C)C1=CC=C(C=C1)C=CC1=CC=C(C=C1)C=CC1=CC=C(C=C1)N(C1=CC=C(C=C1)C)C1=CC=C(C=C1)C)C 1,4-bis-[2-[4-[N,N-di(p-tolyl)amino]phenyl]ethenyl]benzene